(-)-N-(4-toluenesulfonyl)-1,2-diphenylethylenediamine CC1=CC=C(C=C1)S(=O)(=O)NC(C(N)C1=CC=CC=C1)C1=CC=CC=C1